6-(cyclopropanecarboxamido)-4-((2,5-dimethyl-4,5-dihydrothiazolo[5,4-c]quinolin-6-yl)amino)-N-(methyl-d3)nicotinamide C1(CC1)C(=O)NC1=NC=C(C(=O)NC([2H])([2H])[2H])C(=C1)NC1=CC=CC=2C3=C(CN(C12)C)SC(=N3)C